(5S,2R)-5-[(2,2-dimethyl-1,1-diphenyl-1-silapropoxy)methyl]-4-[(tert-butyl)oxycarbonyl]morpholine-2-carboxylic acid CC([Si](OC[C@@H]1CO[C@H](CN1C(=O)OC(C)(C)C)C(=O)O)(C1=CC=CC=C1)C1=CC=CC=C1)(C)C